OCCN1CCN(CC1)C1=CC=CC(=N1)S(=O)(=O)NC1=NC(=C(C=C1)C(F)(F)F)C1=C(C=CC=C1)C 6-(4-(2-hydroxyethyl)piperazin-1-yl)-N-(6-(o-tolyl)-5-(trifluoromethyl)pyridin-2-yl)pyridine-2-sulfonamide